pyridinium (2S,5R)-N'-(1,3-oxazol-4-ylcarbonyl)-7-oxo-6-(sulfooxy)-1,6-diazabicyclo-[3.2.1]octane-2-carbohydrazide O1C=NC(=C1)C(=O)NNC(=O)[C@H]1N2C(N([C@H](CC1)C2)OS(=O)(=O)O)=O.[NH+]2=CC=CC=C2